CC1=NC=CC(=C1C=1C=C2C(=NC1)NC=C2C=2C=C1N(CCNC1=O)C2)C 7-(5-(2,4-dimethylpyridin-3-yl)-1H-pyrrolo[2,3-b]pyridin-3-yl)-3,4-dihydropyrrolo[1,2-a]pyrazin-1(2H)-one